1-(2,2-dimethyl-6-methylenecyclohexyl)but-2-en-1-one CC1(C(C(CCC1)=C)C(C=CC)=O)C